OC1=C(C2=CC=CC=C2C=C1)CC1NCCC2=CC=C(C=C12)O ((2-Hydroxynaphthalen-1-yl)methyl)-1,2,3,4-tetrahydroisoquinolin-7-ol